((S)-1-hydroxybut-3-en-2-yl)carbamic acid tert-butyl ester C(C)(C)(C)OC(N[C@H](CO)C=C)=O